[I-].CO[Si](CCC[N+](CCCCCCCCCCCCCCCC)(C)C)(OC)OC 3-(trimethoxysilyl)propyl-N-hexadecyl-dimethyl-ammonium iodide